N1=CC=CC(=C1)C1N(C)CCC1.C(C1=CC(OC)=C(O)C=C1)(=O)O vanillic acid nicotine salt